(2S,13S)-3,12-bis(10-guanidino-3-oxo-6,7,8,13-tetrahydrodibenzo[b,f][1,4]dioxecin-4-carbonyl)-6,9-dioxa-3,12-diazatetradecane-1,2,13,14-tetracarboxylic acid N(C(=N)N)C1=CC2=C(COC=3C(OCCC2)=C(C(CC3)=O)C(=O)N([C@@H](CC(=O)O)C(=O)O)CCOCCOCCN([C@@H](CC(=O)O)C(=O)O)C(=O)C=3C(CC=C2C3OCCCC3=C(CO2)C=CC(=C3)NC(=N)N)=O)C=C1